1-oxo-isoindole-2-carboxylic acid tert-butyl ester C(C)(C)(C)OC(=O)N1C(C2=CC=CC=C2C1)=O